NC=1C2=C(N=CN1)N(C(=C2C2=CC=C(C(=O)NC1COCC1)C=C2)C2=CC=C(C=C2)NC(C(=C)C)=O)C 4-(4-amino-6-(4-methacrylamido-phenyl)-7-methyl-7H-pyrrolo[2,3-d]pyrimidin-5-yl)-N-(tetrahydrofuran-3-yl)benzamide